cobalt-nickel hydroxide [Ni](O)O.[Co]